C(C)(C)(C)C=1C(=C(C=O)C=C(C1)C#C)O 3-(tert-butyl)-5-ethynyl-2-hydroxybenzaldehyde